5-bromo-4-[(3S)-3-isopropylpiperazin-1-yl]-2-(4-pyridyl)-1H-pyrimidin-6-one BrC1=C(N=C(NC1=O)C1=CC=NC=C1)N1C[C@@H](NCC1)C(C)C